COC1=CC=C(C=N1)CN1C(C2=CC=C(C=C2C=N1)S(=O)(=O)C1=NC(=CC=C1)C)=O 2-((6-methoxypyridin-3-yl)methyl)-6-(6-methylpyridin-2-ylsulfonyl)phthalazin-1(2H)-one